The molecule is an member of the class of biphenyls that is 2,2',5,5'-tetrachlorobiphenyl in which the 4 and 4' positions are substituted by methylsulfonyl groups. It is a sulfone, a member of biphenyls and a dichlorobenzene. It derives from a 2,2',5,5'-tetrachlorobiphenyl. CS(=O)(=O)C1=C(C=C(C(=C1)Cl)C2=CC(=C(C=C2Cl)S(=O)(=O)C)Cl)Cl